C(C1=CC=CC=C1)(=O)OC(CC)(CC(CC)OC(C1=CC=CC=C1)=O)C 3-methyl-3,5-heptanediol dibenzoate